FC(C1=C(C=C(C(=O)N(C)[C@H]2C=3C4=C(C(NC3CNC2)=O)C=C(C=C4)F)C=C1F)F)F (S)-4-(difluoromethyl)-3,5-difluoro-N-(8-fluoro-6-oxo-1,2,3,4,5,6-hexahydrobenzo[c][1,7]naphthyridin-1-yl)-N-methylbenzamide